ClC1=CC=C(C=C1)CC(C(=CC(C(C(C(F)(F)F)(F)F)(F)F)(F)F)I)(O)C 1-(4-chlorophenyl)-5,5,6,6,7,7,8,8,8-nonafluoro-3-iodo-2-methyl-3-octen-2-ol